NC1=C(C=C(C(=C1)C)N1CCC(CC1)N(C)C)NC(OC(C)(C)C)=O tert-butyl (2-amino-5-(4-(dimethylamino)piperidin-1-yl)-4-methylphenyl)carbamate